3-(dodecylthio)-1-(2,6,6-trimethylcyclohex-2-en-1-yl)-1-butanone C(CCCCCCCCCCC)SC(CC(=O)C1C(=CCCC1(C)C)C)C